9-bromo-8-methoxy-2,3-dihydrobenzo[b]oxepin BrC1=C(C=CC2=C1OCCC=C2)OC